(2R,3R,4S,5R,6S)-2-(hydroxymethyl)-6-(phenylsulfanyl)-4-(4-(3,4,5-trifluorophenyl)-1H-1,2,3-triazol-1-yl)tetrahydro-2H-pyran-3,5-diol OC[C@H]1O[C@H]([C@@H]([C@H]([C@H]1O)N1N=NC(=C1)C1=CC(=C(C(=C1)F)F)F)O)SC1=CC=CC=C1